(R)-piperazine-2-formic acid dihydrochloride Cl.Cl.N1[C@H](CNCC1)C(=O)O